NC1=C(C(=NN1C(C)C)C1=CC(=C(C=C1)CC(=O)NC1=NOC(=C1)C1(CCCC1)C)OC)C(=O)N 5-Amino-1-isopropyl-3-[3-methoxy-4-[2-[[5-(1-methylcyclopentyl)isoxazol-3-yl]amino]-2-oxoethyl]phenyl]pyrazole-4-carboxamide